FC(C(C(C(F)(F)F)(F)F)(F)F)(F)F.[Al] aluminum fluoro(nonafluorobutane)